(2E,6Z,9Z)-2-Methyl-2,6,9-eicosatrienal C/C(/C=O)=C\CC\C=C/C\C=C/CCCCCCCCCC